CN1C(C2=CC=CC=C2C=N1)P(OC)(OC)=O Dimethyl (2-methyl-1,2-dihydrophthalazin-1-yl)phosphonate